OC1=C(C(=CC(=C1)OC)OC)C(/C=C/C1=CC=C(C(=O)OCC)C=C1)=O (E)-Ethyl 4-(3-(2-hydroxy-4,6-dimethoxyphenyl)-3-oxoprop-1-en-1-yl)benzoate